C(C)S(=O)(=O)N[C@@H]1[C@@H](N(C[C@@H]1F)C(=O)OCC1=CC=CC=C1)CC1=C(C(=CC=C1)B1OC(C(O1)(C)C)(C)C)F Benzyl (2S,3R,4S)-3-[(ethanesulfonyl)amino]-4-fluoro-2-{[2-fluoro-3-(4,4,5,5-tetramethyl-1,3,2-dioxaborolan-2-yl)phenyl]methyl}pyrrolidine-1-carboxylate